C(C)(C)(C)OC(=O)[C@H](CCCCNC([C@H](NC(OCC1=CC=CC=C1)=O)CC1=CC=C2C=CN=CC2=C1)=O)NC(N[C@@H](CCC(=O)OC(C)(C)C)C(=O)OC(C)(C)C)=O.FC1=CC(=C(C=C1)NC(C)=O)C(=C)C1=CC=CC=C1 N-(4-fluoro-2-(1-phenylvinyl)phenyl)acetamide tri-tert-butyl-(5R,12S,16S)-5-[(isoquinolin-7-yl)methyl]-3,6,14-trioxo-1-phenyl-2-oxa-4,7,13,15-tetraazaoctadecane-12,16,18-tricarboxylate